C12COCC(CC1)N2C2=CC=C(C(=N2)C)NC2CC1(C2)CC(C1)N N2-(6-(3-oxa-8-azabicyclo[3.2.1]octan-8-yl)-2-methylpyridin-3-yl)spiro[3.3]heptane-2,6-diamine